N-(3-fluorophenyl)-4-hydroxy-1-isobutyl-2-oxo-5-(piperazin-1-yl)-1,2-dihydroquinoline-3-carboxamide hydrochloride salt Cl.FC=1C=C(C=CC1)NC(=O)C=1C(N(C2=CC=CC(=C2C1O)N1CCNCC1)CC(C)C)=O